OC[C@@H]1CN(CCN1)C(=O)OC(C)(C)C t-butyl (S)-3-(hydroxymethyl)piperazin-1-carboxylate